(1S,2S)-tert-butoxycarbonyl-2-aminocyclopentanecarboxylic acid C(C)(C)(C)OC(=O)[C@@]1([C@H](CCC1)N)C(=O)O